4-methyl-N,N-dimethyl-aniline CC1=CC=C(N(C)C)C=C1